CSC1=NC=CC(=N1)C(C)=O 1-[2-(methylsulfanyl)pyrimidin-4-yl]ethanone